2,5,8,11,14-pentamethyl-3,6,9,12,15-pentaoxooctadecanoate CC(C(=O)[O-])C(CC(C(CC(C(CC(C(CC(C(CCC)=O)C)=O)C)=O)C)=O)C)=O